Cl.Cl.CC1(CCC(CC1)(N)C)N dimethylcyclohexane-1,4-diamine dihydrochloride